5-(3-(4-(trifluoromethoxy)phenoxy)quinoxaline-2-carboxamido)picolinic acid FC(OC1=CC=C(OC=2C(=NC3=CC=CC=C3N2)C(=O)NC=2C=CC(=NC2)C(=O)O)C=C1)(F)F